3-(trifluoro-methyl)pyrrolidine hydrochloride Cl.FC(C1CNCC1)(F)F